N-(3-((6-chloroquinolin-4-yl)oxy)-5-methoxyphenyl)acetamide ClC=1C=C2C(=CC=NC2=CC1)OC=1C=C(C=C(C1)OC)NC(C)=O